N(C=P)C=P imino-bis(methylenephosphine)